C(C)(C)(C)OC(=O)C1CCN(CC1)CCC1CCN(CC1)C1=C(C=C(C=C1)NC1C(NC(CC1)=O)=O)F.F[C@@H]1CN2C(CC[C@@]2(C1)C([2H])([2H])O)=O (6S,7aR)-6-fluoro-7a-(hydroxymethyl-d2)hexahydro-3H-pyrrolizin-3-one tert-butyl-1-[2-[1-[4-[(2,6-dioxo-3-piperidyl)amino]-2-fluoro-phenyl]-4-piperidyl]ethyl]piperidine-4-carboxylate